5-bromo-3-(bromomethyl)pyridin-2-amine hydrochloride Cl.BrC=1C=C(C(=NC1)N)CBr